6-chloro-N-(4-cyanophenyl)-1H-pyrrolo[2,3-b]pyridine-3-sulfonamide ClC1=CC=C2C(=N1)NC=C2S(=O)(=O)NC2=CC=C(C=C2)C#N